1-(4-methyl-5-(4,4,5,5-tetramethyl-1,3,2-dioxaborolan-2-yl)pyridin-2-yl)butan-1-one CC1=CC(=NC=C1B1OC(C(O1)(C)C)(C)C)C(CCC)=O